CC1=CC=2C(=NC=CN2)N=C1N1CC2=C(CC1)N=C(S2)C(=O)OCC ethyl 5-(7-methylpyrido[2,3-b]pyrazin-6-yl)-4,5,6,7-tetrahydrothiazolo[5,4-c]pyridine-2-carboxylate